2-Hydroxy-4-(hydroxymethyl)-3,4-dihydro-1,2-benzoxaborinine-8-carboxylic Acid OB1OC2=C(C(C1)CO)C=CC=C2C(=O)O